ClC1=C(C(=O)NC2=C3C=NN(C3=CC=C2)C2=CC(=NC=C2)OC)C=C(C=C1)CNC(COC)=O 2-Chloro-5-{[(methoxyacetyl)amino]methyl}-N-[1-(2-methoxypyridin-4-yl)-1H-indazol-4-yl]benzamide